C(C)N1C[C@@H](CCC1)NC=1N=NC(=C(C1)C(F)(F)F)C1=CC=C2C(=CNC2=C1)F N-[(3R)-1-Ethyl-3-piperidyl]-6-(3-fluoro-1H-indol-6-yl)-5-(trifluoromethyl)pyridazin-3-amine